ClC1=NC=C(C=N1)C1=NC=CC=C1[N+](=O)[O-] chloro-5-(3-nitropyridin-2-yl)pyrimidine